5H,6H,7H,8H-imidazo[1,2-A]pyridine-3-carboxylic acid N=1C=C(N2C1CCCC2)C(=O)O